N(=[N+]=[N-])CCCCN(C=1SC(=C(N1)C(=O)O)CCCOC1=C(C=C(C=C1)C#CCNC)F)C=1N=NC(=C(C1)C)NC=1SC2=C(N1)C=CC=C2 2-[(4-azidobutyl){6-[(1,3-benzothiazol-2-yl)amino]-5-methylpyridazin-3-yl}amino]-5-(3-{2-fluoro-4-[3-(methylamino)prop-1-yn-1-yl]phenoxy}propyl)-1,3-thiazole-4-carboxylic acid